(S)-3-(4-(2,4-difluorophenoxy)-3-(6-methyl-7-oxo-1-tosyl-6,7-dihydro-1H-pyrrolo[2,3-c]pyridin-4-yl)phenyl)-5-ethylimidazolidine-2,4-dione FC1=C(OC2=C(C=C(C=C2)N2C(N[C@H](C2=O)CC)=O)C=2C3=C(C(N(C2)C)=O)N(C=C3)S(=O)(=O)C3=CC=C(C)C=C3)C=CC(=C1)F